2-(1-(2-chlorothiazol-4-yl)-1H-pyrazol-4-yl)-N-(5-cyclopropyl-1H-pyrazol-3-yl)acetamide ClC=1SC=C(N1)N1N=CC(=C1)CC(=O)NC1=NNC(=C1)C1CC1